NC1=C(C=C(C(=C1)F)Br)/C=C/C(=O)OCC Ethyl (E)-3-(2-Amino-5-Bromo-4-Fluorophenyl)Acrylate